CS(=O)(=O)OCC(F)F 2,2-Difluoroethyl methanesulfonate